4-{5-{[dimethyl(oxo)-λ6-sulfanylidene]amino}-2-[(tetrahydrofuran-3-yl)methoxy]phenyl}-6-methyl-1-tosyl-1,6-dihydro-7H-pyrrolo[2,3-c]pyridin-7-one CS(=O)(C)=NC=1C=CC(=C(C1)C=1C2=C(C(N(C1)C)=O)N(C=C2)S(=O)(=O)C2=CC=C(C)C=C2)OCC2COCC2